3-{[4-(2-Amino-8-methoxy-4-quinazolinyl)-1H-1,2,3-triazol-1-yl]methyl}-1-ethyl-1H-pyridin-2-one NC1=NC2=C(C=CC=C2C(=N1)C=1N=NN(C1)CC=1C(N(C=CC1)CC)=O)OC